2-[4-(4-hydroxymethylpiperidin-1-yl)-6-(4-hydroxypiperazin-1-yl)-pyrimidin-2-ylamino]-4-methylthiazole-5-carboxylic acid ethyl ester C(C)OC(=O)C1=C(N=C(S1)NC1=NC(=CC(=N1)N1CCC(CC1)CO)N1CCN(CC1)O)C